[2-(4-amino-phenyl)-1H-benzimidazol-5-yl]Phenyl-methanone NC1=CC=C(C=C1)C1=NC2=C(N1)C=CC(=C2)C(=O)C2=CC=CC=C2